7-iodo-pyrrolo[2,1-F][1,2,4]triazine-4-amine IC1=CC=C2C(=NC=NN21)N